2,2-dimethyl-3,4-dihydro-2H-pyrano[3,2-b]pyridine 5-oxide CC1(CCC2=[N+](C=CC=C2O1)[O-])C